ClC1=C(C=CC(=C1)F)C1(CC1)C1=NOC(=N1)C1=NN(C(=C1)C(F)F)C(C(=O)N)=C (R)-2-(3-(3-(1-(2-chloro-4-fluorophenyl)cyclopropyl)-1,2,4-oxadiazol-5-yl)-5-(difluoromethyl)-1H-pyrazol-1-yl)propenamide